C1(C=CC(N1C1=C(C=CC(=C1)N1C(C=CC1=O)=O)C)=O)=O 2,4-Bismaleimidotoluol